C(C)(=O)N1CC(C1)=NS(=O)C(C)(C)C N-(1-acetylazetidin-3-ylidene)-2-methylpropane-2-sulfinamide